benzyl (1-(2-fluoro-5-formylbenzoyl)azetidin-3-yl)carbamate FC1=C(C(=O)N2CC(C2)NC(OCC2=CC=CC=C2)=O)C=C(C=C1)C=O